COC(=O)C1=NC(=CC(=C1)C#N)OC 4-cyano-6-methoxypyridine-2-carboxylic acid methyl ester